CC=1CCC(C(C1)C=1C(=C(C(=CC1O)CCCCC)S(=O)(=O)C1=C(C(=C(C(=C1F)F)F)F)F)O)C(=C)C 5'-methyl-4-pentyl-3-((perfluorophenyl)sulfonyl)-2'-(prop-1-en-2-yl)-1',2',3',4'-tetrahydro-[1,1'-biphenyl]-2,6-diol